C(C)(C)(C)OC(=O)N1C=CC=2C1=NC=CC2C=2C(=C1CCCC1=CC2C)N 4-(4-amino-6-methyl-2,3-dihydro-1H-inden-5-yl)-1H-pyrrolo[2,3-B]pyridine-1-carboxylic acid tert-butyl ester